4-[(4-Fluorophenyl)-(4-pyridyl)methyl]piperazine FC1=CC=C(C=C1)C(N1CCNCC1)C1=CC=NC=C1